4-(((1,6-Dimethyl-2-oxo-1,2-dihydropyridin-4-yl)oxy)methyl)-2-(5-methoxybenzo[d]oxazol-2-yl)-2-azabicyclo[2.1.1]hexane-1-carbaldehyde CN1C(C=C(C=C1C)OCC12CN(C(C1)(C2)C=O)C=2OC1=C(N2)C=C(C=C1)OC)=O